2-(2,6-dioxo-hexahydropyridin-3-yl)isoindole-1,3-dione O=C1NC(CCC1N1C(C2=CC=CC=C2C1=O)=O)=O